5-methylisothiazol CC1=CC=NS1